C1(CC1)C(=CC(=O)[O-])C1CC1 dicyclopropylacrylate